6-chloro-3-[[(1R)-1-[(7S)-14-fluoro-5,9-dioxa-2,11,18-triazatetracyclo[8.8.0.02,7.012,17]octadeca-1(18),10,12(17),13,15-pentaen-16-yl]ethyl]amino]pyridine-2-carbonitrile ClC1=CC=C(C(=N1)C#N)N[C@H](C)C1=CC(=CC=2N=C3OC[C@@H]4COCCN4C3=NC12)F